O1C(COCC1)COC1=CC=C(C=N1)C1=NC=CC(=N1)C(=O)O 2-(6-((1,4-dioxan-2-yl)methoxy)pyridin-3-yl)pyrimidine-4-carboxylic acid